C(C)(C)(C)OC(=O)N1C=C(C(=C1)C(C)C)B(O)O 1-(TERT-BUTOXYCARBONYL)-4-ISOPROPYL-PYRROL-3-YLBORONIC ACID